Trans-racemic-3-amino-1-(2-fluorocyclopropyl)pyridin-2(1H)-one NC=1C(N(C=CC1)[C@H]1[C@@H](C1)F)=O |r|